CP(C1=C2N=CC=NC2=CC=C1NC1=NC(=NC=C1)N)C N4-(5-(dimethylphosphino)quinoxalin-6-yl)pyrimidine-2,4-diamine